C(C=C)(=O)OOCCOC1=CC=C(C(=O)C2=CC=CC=C2)C=C1 4-[2-(acryloxyoxy)ethoxy]benzophenone